C(CCCCCCCCCCCCCCCCCCC(=O)N)CCCCCCCCCCCCCCCCCC(=O)N ethylenebis-octadecanamide